4-α-cumylphenol cyanate [O-]C#N.C(C)(C)(C1=CC=CC=C1)C1=CC=C(C=C1)O